5-(4-(morpholinomethyl)phenyl)-N-(3-(piperidin-1-yl)propyl)thieno[3,2-b]pyridin O1CCN(CC1)CC1=CC=C(C=C1)C1=CC=C2C(N1CCCN1CCCCC1)=CCS2